3-((5-(1-fluorocyclopropyl)-4-nitro-1-(tetrahydro-2H-pyran-4-yl)-1H-pyrazol-3-yl)oxy)propan-1-ol FC1(CC1)C1=C(C(=NN1C1CCOCC1)OCCCO)[N+](=O)[O-]